BrC(C)C1=C2C=C(C(=NC2=CC(=C1)C)C1=CC=NC=C1)C1=CC=C(C=C1)F 5-(1-bromoethyl)-3-(4-fluorophenyl)-7-methyl-2-(pyridin-4-yl)quinoline